C(=CCCCCCC)OB(O)O octenyl-boric acid